C(#N)C1=CC=C(C=C1)OC(C1=C(N=CC(=C1)C=1C=C2C(=NC=NC2=CC1)N[C@@H]1CN(CC1)C(=O)C1CCOCC1)OC)=O (S)-2-methoxy-5-(4-((1-(tetrahydro-2H-pyran-4-carbonyl)pyrrolidin-3-yl)amino)quinazolin-6-yl)nicotinic acid 4-cyanophenyl ester